C(C)(C)(C)OC(=O)N1CC2C=CC(C1)N2C(C)(C)C2=CC=CC=C2.C2(=CC=CC=C2)S(=O)(=O)C2=CC=C(C=C2)C2CNC2 3-[4-(Benzene-sulfonyl)phenyl]azetidine tert-butyl-8-(2-phenylpropan-2-yl)-3,8-diazabicyclo[3.2.1]oct-6-ene-3-carboxylate